ClC=1N=C(C2=C(N1)CCC2)NCC2=CC=C(C=C2)C=2N(C=C(N2)C(F)(F)F)C 2-chloro-N-(4-(1-methyl-4-(trifluoromethyl)-1H-imidazol-2-yl)benzyl)-6,7-dihydro-5H-cyclopenta[d]pyrimidin-4-amine